(2S,3S,4S,5R,6R)-2-((benzyloxy)carbonyl)-6-(2,2,2-trichloro-1-iminoethoxy)tetrahydro-2H-pyran-3,4,5-triyl tris(2,2-dimethylpropanoate) CC(C(=O)O[C@@H]1[C@H](O[C@@H]([C@@H]([C@H]1OC(C(C)(C)C)=O)OC(C(C)(C)C)=O)OC(C(Cl)(Cl)Cl)=N)C(=O)OCC1=CC=CC=C1)(C)C